(3S)-3-(3',3'-difluoro-6-oxo-6,8-dihydro-2h,7h-spiro[furo[2,3-e]isoindol-3,4'-piperidin]-7-yl)piperidine-2,6-dione FC1(CNCCC12COC1=C3CN(C(C3=CC=C12)=O)[C@@H]1C(NC(CC1)=O)=O)F